(4-amino-3-methoxyphenyl)(3-methylpiperazin-1-yl)methanone NC1=C(C=C(C=C1)C(=O)N1CC(NCC1)C)OC